BrC=1C(=NC(=NC1)NC=1C(=NN(C1)CCN1CCOCC1)C)NCCCN1C(CCCC1)=O 1-(3-((5-Bromo-2-((3-methyl-1-(2-morpholinoethyl)-1H-pyrazol-4-yl)amino)pyrimidin-4-yl)amino)propyl)piperidin-2-on